COC=1C=C(COC(=O)NC2=CC=C(C=C2)C(C(=O)OC)O)C=C(C1)OC methyl 2-(4-((((3,5-dimethoxybenzyl)oxy)carbonyl)amino)phenyl)-2-hydroxyacetate